1-(2-{[(2R,7aS)-2-fluoro-hexahydro-1H-pyrrolizin-7a-yl]methoxy}-7-(8-ethynyl-7-fluoro-3-hydroxynaphthalen-1-yl)-8-fluoroquinazolin-4-yl)-4-methylpiperidin-4-ol F[C@@H]1C[C@@]2(CCCN2C1)COC1=NC2=C(C(=CC=C2C(=N1)N1CCC(CC1)(O)C)C1=CC(=CC2=CC=C(C(=C12)C#C)F)O)F